5-chloro-2-[(2-methoxyethoxy)methyl]-7,8-dihydro-6H-spiro[[1,3]oxazolo[5,4-f]quinazoline-9,1'-cyclohexane]-7-one ClC=1C=C2C(=C3C1NC(NC31CCCCC1)=O)OC(=N2)COCCOC